COC1=CC=C2C(=NC=NC2=C1)C1=CC=C(C=C1)NC(CC1=CC=C(C=C1)C(F)(F)F)=O 7-methoxy-4-(4-(2-(4-(trifluoromethyl)phenyl)acetamido)phenyl)quinazoline